FC(C(O)C1=CNC2=CC=C(C=C12)F)F 2,2-difluoro-1-(5-fluoro-1H-indol-3-yl)ethan-1-ol